[3-[[4-(trifluoromethylsulfonyl)phenyl]methoxy]azetidin-1-yl]methanone FC(S(=O)(=O)C1=CC=C(C=C1)COC1CN(C1)C=O)(F)F